((5-(2,6-difluorophenyl)pyridin-2-yl)methyl)-6,7-dihydro-5H-cyclopenta[b]pyridin-7-amine FC1=C(C(=CC=C1)F)C=1C=CC(=NC1)CC1=CC=C2C(=N1)C(CC2)N